C(C)(C)OCC1=CC(=NC=C1)NC=1SC2=C(N1)C=CC(=C2)C=2C=NNC2 N-(4-(isopropoxymethyl)pyridin-2-yl)-6-(1H-pyrazol-4-yl)benzo[d]thiazol-2-amine